(1S)-3'-methyl-3-oxospiro[cyclohexane-1,1'-indene]-4-carboxylic acid methyl ester COC(=O)C1C(C[C@]2(C=C(C3=CC=CC=C23)C)CC1)=O